N-[(1R,3S)-3-{[6-methyl-2-(trifluoromethyl)quinolin-4-yl]amino}cyclohexyl]imidazo[1,2-a]pyridine-6-carboxamide CC=1C=C2C(=CC(=NC2=CC1)C(F)(F)F)N[C@@H]1C[C@@H](CCC1)NC(=O)C=1C=CC=2N(C1)C=CN2